3-[6-(6-Cyclobutoxy-pyridin-2-yl)-naphthalen-2-yl]-propionic acid C1(CCC1)OC1=CC=CC(=N1)C=1C=C2C=CC(=CC2=CC1)CCC(=O)O